C(C)(C)(C)OC(NCCC(NCCC1=CC=CC=C1)=O)=O tert-Butyl-N-{2-[(2-phenylethyl)carbamoyl]ethyl}carbamate